C(C)(=O)N1CCC(=CC1)C1=NN2C(N(C(=C(C2=O)N2CCN(CC2)C(=O)OC(C)(C)C)CC)CC(=O)OCC)=N1 tert-butyl 4-[2-(1-acetyl-3,6-dihydro-2H-pyridin-4-yl)-4-(2-ethoxy-2-oxoethyl)-5-ethyl-7-oxo-[1,2,4]triazolo[1,5-a]pyrimidin-6-yl]piperazine-1-carboxylate